ClC=1C(=CC2=C(C=3N([C@@H](CO2)C(C)C)C=C(C(C3)=O)C(=O)O)C1)OCC(CO)(C)C (R)-2-chloro-3-(3-hydroxy-2,2-dimethylpropoxy)-7-isopropyl-11-oxo-6,7-dihydro-11H-benzo[f]pyrido[1,2-d][1,4]oxazepine-10-carboxylic acid